1-heptyl-methyl-diethoxysilane C(CCCCCC)C[SiH](OCC)OCC